2-bromo-4-chloro-1-(4-nitrophenoxy)benzene BrC1=C(C=CC(=C1)Cl)OC1=CC=C(C=C1)[N+](=O)[O-]